3-((3S,5R)-3-methyl-5-((5-(2-methylpyrimidin-4-yl)-1H-pyrrolo[2,3-b]pyridin-4-yl)amino)piperidin-1-yl)-3-oxopropanenitrile C[C@@H]1CN(C[C@@H](C1)NC1=C2C(=NC=C1C1=NC(=NC=C1)C)NC=C2)C(CC#N)=O